2-methyl-4-(1-naphthyl)indene CC=1CC2=CC=CC(=C2C1)C1=CC=CC2=CC=CC=C12